(S)-3-(1H-benzo[d]imidazol-5-yl)-4-(4-(bis(2-methoxyethyl)amino)phenyl)oxazolidin-2-one N1C=NC2=C1C=CC(=C2)N2C(OC[C@@H]2C2=CC=C(C=C2)N(CCOC)CCOC)=O